C(C1=CC=CC=C1)OC1=NC(=CC=C1C1=NN(C2=CC(=CC=C12)N1CCN(CC1)C(C)(CCC1CCC(CC1)OC1=C(C(=CC=C1)Br)C)C)C)OCC1=CC=CC=C1 3-(2,6-bis(benzyloxy)pyridin-3-yl)-6-(4-(4-((1r,4s)-4-(3-bromo-2-methylphenoxy)cyclohexyl)-2-methylbutan-2-yl)piperazin-1-yl)-1-methyl-1H-indazole